CN(C=1N=NC(=C2C1NC=C2)C2=C(C=CC=C2)O)[C@H]2CN(CCC2)C (R)-2-(7-(methyl(1-methylpiperidin-3-yl)amino)-1H-pyrrolo[2,3-d]pyridazin-4-yl)phenol